4-(2,5-difluorophenyl)-2-(rac-(trans)-3-(trifluoromethyl)tetrahydro-2H-pyran-4-yl)pyridin-3-amine FC1=C(C=C(C=C1)F)C1=C(C(=NC=C1)[C@H]1[C@@H](COCC1)C(F)(F)F)N